4,6-dichloro-2-tert-octylamino-1,3,5-triazine ClC1=NC(=NC(=N1)Cl)NC(C)(C)CC(C)(C)C